C(C)(C)C=1C(=CC2=C(N(C(N2)=O)[C@H]2CN(CCC2)CC2CCOCC2)C1)C=1C=C(C=2N(C1)N=CN2)OC (R)-6-isopropyl-5-(8-methoxy-[1,2,4]triazolo[1,5-a]pyridin-6-yl)-1-(1-((tetrahydro-2H-pyran-4-yl)methyl)piperidin-3-yl)-1,3-dihydro-2H-benzo[d]imidazol-2-one